diazobicyclo(2.2.2)octane [N+](=[N-])=C1C2CCC(C1)CC2